1-(3,4-difluorophenyl)-9-(6-((tetrahydro-2H-pyran-4-yl)oxy)pyrimidin-4-yl)-1,9-diazaspiro[5.5]undecan-2-one FC=1C=C(C=CC1F)N1C(CCCC12CCN(CC2)C2=NC=NC(=C2)OC2CCOCC2)=O